C(=O)C1CCC(CC1)N1N=C2C=C(C(=CC2=C1)NC(C1=NC(=CC=C1)C=1C=NN(C1)C)=O)OC 2-N-(2-((1r,4r)-4-formylcyclohexyl)-6-methoxy-2H-indazol-5-yl)-6-(1-methyl-1H-pyrazol-4-yl)picolinamide